5-(3,3-dimethyl-1-triazeno)-imidazole-4-carboxamide CN(N=NC1=C(N=CN1)C(=O)N)C